NC=1C=C(C(=NC1)OC1(CC1)C(=O)OC)OC methyl 1-((5-amino-3-methoxypyridin-2-yl)oxy)cyclopropane-1-carboxylate